1,4,7,10-tetraazacyclododecanephosphonic acid N1(CCNCCNCCNCC1)P(O)(=O)O